C(C)(C)(C)C1=CN=C(O1)CSC1=CN=C(S1)NC(=O)C1CCN(CC1)CC(=O)NCCCNC(OC(C)(C)C)=O tert-butyl (3-(2-(4-((5-(((5-(tert-butyl)oxazol-2-yl)methyl)thio)thiazol-2-yl)carbamoyl)piperidin-1-yl)acetamido)propyl)carbamate